1-(β-D-glucopyranosyl)-4-methyl-3-[5-(4-fluorophenyl)-2-thienylmethyl]benzene [C@@H]1([C@H](O)[C@@H](O)[C@H](O)[C@H](O1)CO)C1=CC(=C(C=C1)C)CC=1SC(=CC1)C1=CC=C(C=C1)F